C(#N)C=1C=C(C=CN(C=CC2=CC(=CC=C2)C#N)C=CC2=CC(=CC=C2)C#N)C=CC1 tri(3-cyanostyryl)amine